(6-bromo-biphenyl-3-yl)-(4-naphthalen-2-yl-phenyl)-biphenyl-4-yl-amine BrC1=CC=C(C=C1C1=CC=CC=C1)N(C1=CC=C(C=C1)C1=CC=CC=C1)C1=CC=C(C=C1)C1=CC2=CC=CC=C2C=C1